2-acrylamidopropanesulfonic acid sodium salt [Na+].C(C=C)(=O)NC(CS(=O)(=O)[O-])C